C(=O)(OC(C)(C)C)N[C@@H](CC1=CC=CC=C1)CO N-Boc-L-phenylalaninol